C([O-])([O-])=O.[K+].OC/C=C(\C)/C=1C=C(C=CC1)CCC(=O)OC.[K+] Methyl (E)-3-(3-(4-hydroxybut-2-en-2-yl)phenyl)propanoate Potassium carbonate